2-methyl-4,6-bis(trichloromethyl)-1,3,5-triazine CC1=NC(=NC(=N1)C(Cl)(Cl)Cl)C(Cl)(Cl)Cl